2-(Isobutylsulfonyl)-4-nitrobenzoic acid C(C(C)C)S(=O)(=O)C1=C(C(=O)O)C=CC(=C1)[N+](=O)[O-]